FC=1C=2N(C=C(C1)NC(=O)C1=CC=C(C3=CN(N=C13)CC1=CN=CO1)N1CCNCC1)C=C(N2)C N-{8-fluoro-2-methylimidazo[1,2-a]pyridin-6-yl}-2-(1,3-oxazol-5-ylmethyl)-4-(piperazin-1-yl)indazole-7-carboxamide